C(C)C(C(=O)C1=CC=CC=C1)(Cl)Cl ethyl-dichloroacetophenone